bis(2-(5-chloro-1H-indol-3-yl)ethan-1-aminium) dihydrate oxalate C(C(=O)[O-])(=O)[O-].O.O.ClC=1C=C2C(=CNC2=CC1)CC[NH3+].ClC=1C=C2C(=CNC2=CC1)CC[NH3+]